nitropropylimidazole [N+](=O)([O-])CCCC=1NC=CN1